2-[[methyl(methylsulfamoyl)amino]methyl]-5,6,7,8-tetrahydro-4H-pyrazolo[1,5-a][1,4]diazepine CN(S(NC)(=O)=O)CC1=NN2C(CNCCC2)=C1